1-(3-fluorobenzofuran-5-yl)-N-methylpropan-2-amine FC1=COC2=C1C=C(C=C2)CC(C)NC